ammonium monosulfite S(=O)([O-])[O-].[NH4+].[NH4+]